[3-[4-[[2-[(3R,4R)-3-fluoro-4-(3-methylsulfonylpropionylamino)pyrrolidin-1-yl]-9-methyl-purin-6-yl]amino]-3-methoxy-pyrazol-1-yl]propyl]carbamic acid tert-butyl ester C(C)(C)(C)OC(NCCCN1N=C(C(=C1)NC1=C2N=CN(C2=NC(=N1)N1C[C@H]([C@@H](C1)NC(CCS(=O)(=O)C)=O)F)C)OC)=O